Trimethylplatinum (IV) C[Pt+](C)C